methyl (S)-7-methyl-2-(2-(2-oxopyridin-1(2H)-yl)ethyl)-3-(2-((pyrimidin-4-ylmethyl)amino)ethyl)-3,7,8,9-tetrahydro-6H-imidazo[4,5-f]quinoline-6-carboxylate C[C@@H]1N(C2=CC=C3C(=C2CC1)N=C(N3CCNCC3=NC=NC=C3)CCN3C(C=CC=C3)=O)C(=O)OC